C1(=CC=CC=C1)C1=CN=C(S1)C1CCNCC1 4-(5-phenylthiazol-2-yl)piperidine